(E)-N'-(1-cyclopropylethylidene)-3-methylbenzohydrazide C1(CC1)\C(\C)=N\NC(C1=CC(=CC=C1)C)=O